(S)-phenyl(3-(benzofuran-7-oxy)-3-(thiophen-2-yl)propyl) (methyl)carbamate CNC(OCC[C@](C=1SC=CC1)(OC1=CC=CC=2C=COC21)C2=CC=CC=C2)=O